IRON TELLURIDE [Fe]=[Te]